BrC1=CC=C(CN2C(N(C(C2C(C(=O)NCCC(=O)NO)C)=O)C2=CC=C(C=C2)Cl)=O)C=C1 (3-(4-bromobenzyl)-1-(4-chlorophenyl)-2,5-dioxoimidazolin-4-yl)-N-(3-(hydroxylamino)-3-oxopropyl)propionamide